7-(7-(4-fluoro-2-(2-methoxyethoxy)phenyl)-6-(4,5,6,7-tetrahydropyrazolo[1,5-a]pyrazin-2-yl)thieno[3,2-c]pyridin-4-yl)-2-oxa-7-azaspiro[3.5]nonane FC1=CC(=C(C=C1)C=1C2=C(C(=NC1C1=NN3C(CNCC3)=C1)N1CCC3(COC3)CC1)C=CS2)OCCOC